3,4-dimethyl-8-(2-(tetrahydro-2H-pyran-2-yl)ethyl)pyrimido[4',5':4,5]thieno[2,3-c]pyridazine CC1=C(C2=C(N=N1)SC1=C2N=CN=C1CCC1OCCCC1)C